NC(CCCCNC1=C(C(=O)NC2=NC(=C(C=C2)C)C2CC2)C=CC(=C1)Cl)C ((5-aminohexyl)amino)-4-chloro-N-(6-cyclopropyl-5-methylpyridin-2-yl)benzamide